N1=CC=C(C=2CC[C@H]3N(C12)CCNC3)NC(=O)N3CCCC3 (R)-N-(6,6a,7,8,9,10-hexahydro-5H-pyrazino[1,2-a][1,8]naphthyridin-4-yl)pyrrolidine-1-carboxamide